COPPER-NICKEL-SILICON-MANGANESE-TIN [Sn].[Mn].[Si].[Ni].[Cu]